tert-butyl (2S,6S)-4-[4-[(5,7-dimethylimidazo[1,2-c]pyrimidin-2-yl)carbamoyl]-2-methoxy-1,3-benzothiazol-7-yl]-2,6-dimethyl-piperazine-1-carboxylate CC1=NC(=CC=2N1C=C(N2)NC(=O)C2=CC=C(C1=C2N=C(S1)OC)N1C[C@@H](N([C@H](C1)C)C(=O)OC(C)(C)C)C)C